3-isopropyl-3-(p-tolyl)pyrrolidine-2,5-dione C(C)(C)C1(C(NC(C1)=O)=O)C1=CC=C(C=C1)C